FC1=C(C(=O)NC2=CC=CC=C2)C(=CC=C1)F 2,6-difluoro-N-phenylbenzamide